5-((2-((tert-butyldimethylsilyl)oxy)-3-methoxybenzyl)amino)-N-(4-(3,4-difluorophenyl)-5-(pyridine-4-yl)thiazol-2-yl)-3-methylpyridine-2-sulfonamide [Si](C)(C)(C(C)(C)C)OC1=C(CNC=2C=C(C(=NC2)S(=O)(=O)NC=2SC(=C(N2)C2=CC(=C(C=C2)F)F)C2=CC=NC=C2)C)C=CC=C1OC